FC1=CC=C2C(=N1)N(N=C2C)C 6-fluoro-1,3-dimethyl-pyrazolo[3,4-b]pyridine